[C@@H]12N(C[C@@H](NC1)C2)C=2C=C1C(=NC=NC1=CC2)NC2=CC(=C(C=C2)OC2=NN(C=C2)C)Cl 6-((1S,4S)-2,5-Diazabicyclo[2.2.1]heptan-2-yl)-N-(3-chloro-4-((1-methyl-1H-pyrazol-3-yl)oxy)phenyl)quinazolin-4-amine